5-[3-fluoro-4-(morpholin-4-yl)phenyl]-N4-(2-fluoro-5-nitrophenyl)-N2-(1-methyl-1H-pyrazol-4-yl)pyrimidine-2,4-diamine FC=1C=C(C=CC1N1CCOCC1)C=1C(=NC(=NC1)NC=1C=NN(C1)C)NC1=C(C=CC(=C1)[N+](=O)[O-])F